N1=NC(=CC=C1)C=1C=C(CNC(OCCC=2C(OC3=CC(=CC=C3C2C)N(CC)CC)=O)=O)C=CC1 2-(7-(diethylamino)-4-methyl-2-oxo-2H-chromen-3-yl)ethyl (3-(pyridazin-3-yl)benzyl)carbamate